2-{[trans-4-(trifluoromethyl)cyclohexyl]Carbonyl}hydrazinecarboxylic acid tert-butyl ester C(C)(C)(C)OC(=O)NNC(=O)[C@@H]1CC[C@H](CC1)C(F)(F)F